1,4,5-oxathiazepane 4,4-dioxide O1CCS(NCC1)(=O)=O